BrC=1C=C2C=CC(=CC2=CC1)CO[C@@H]([C@H](CCC(N)=O)NC(OC(C)(C)C)=O)C tert-butyl N-[(3S,4R)-4-[(6-bromonaphthalen-2-yl)methoxy]-1-carbamoylpentan-3-yl]carbamate